C(C)(=O)N1CCN2C=C3C(C=CC=C3C=3C=CC=C(O[C@@H]4CN([C@H](C(NCC1)=O)C4)C(=O)C=4C=NN(C4)C4=C(C=C(C=C4)F)Cl)C3)=N2 (17S,20S)-12-acetyl-18-[1-(2-chloro-4-fluoro-phenyl)pyrazole-4-carbonyl]-21-oxa-9,12,15,18,28-pentazapentacyclo[20.3.1.16,9.117,20.02,7]octacosa-1(26),2,4,6(28),7,22,24-heptaen-16-one